CC1=C(C(=CC(=C1)C=1N=NN(N1)C)C)C1=C2CC[C@H](C2=C(C=C1)F)N (R)-4-[2,6-dimethyl-4-(2-methyl-2H-tetrazol-5-yl)-phenyl]-7-fluoro-indan-1-ylamine